BrC1=CC(=C(C(=C1)C)NC(CCCCCC)=O)C Heptanoic acid (4-bromo-2,6-dimethyl-phenyl)-amide